2,2-dinitropropyl nitrate [N+](=O)(OCC(C)([N+](=O)[O-])[N+](=O)[O-])[O-]